ClC1=CC=C(C=C1)[C@H](C(=O)N1CCN(CC1)C=1C2=C(N=CN1)[C@@H](C[C@H]2C)O)CN(C)C(C)C (S)-2-(4-chlorophenyl)-1-(4-((5R,7R)-7-hydroxy-5-methyl-6,7-dihydro-5H-cyclopenta[d]pyrimidin-4-yl)piperazin-1-yl)-3-(isopropyl(methyl)amino)propan-1-one